O=C(C(=O)OCC#CC(=O)OC(C)(C)C)C Tert-butyl 4-((2-oxopropanoyl)oxy)but-2-ynoate